(R)-N-(2-cyclopropyl-3-(2,4-difluorophenyl)-2-methylpropyl)-5-methyl-6-oxo-1,6-dihydropyrimidine-2-carboxamide C1(CC1)[C@](CNC(=O)C=1NC(C(=CN1)C)=O)(CC1=C(C=C(C=C1)F)F)C